Tert-butyl-(2-((2-(((4-(3,5-dimethoxystyryl) phenoxy) carbonyl) amino) ethyl) amino)-2-oxoethyl) carbamate C(N)(OC(C(=O)NCCNC(=O)OC1=CC=C(C=C1)C=CC1=CC(=CC(=C1)OC)OC)C(C)(C)C)=O